N2-[4-(3,8-diazabicyclo[3.2.1]octan-8-yl)phenyl]-N4-[2-(6-methyl-2-pyridyl)pyrimidin-4-yl]pyrimidine-2,4-diamine C12CNCC(CC1)N2C2=CC=C(C=C2)NC2=NC=CC(=N2)NC2=NC(=NC=C2)C2=NC(=CC=C2)C